5-(benzyloxy)-2-chloropyridine C(C1=CC=CC=C1)OC=1C=CC(=NC1)Cl